(dicyclohexylphosphino)3,6-dimethoxy-2',4',6'-triisopropyl-1,1'-biphenyl C1(CCCCC1)P(C1CCCCC1)C1=C(C(=CC=C1OC)OC)C1=C(C=C(C=C1C(C)C)C(C)C)C(C)C